C(C)(C)(C)OC(=O)N1C[C@@H]([C@H](C1)OC=1C=NC(=CC1)C(NC)=O)F (3s,4s)-3-fluoro-4-((6-(methylcarbamoyl)pyridin-3-yl)oxy)pyrrolidine-1-carboxylic acid tert-butyl ester